1'-(cyclopropylmethyl)-6,7-dimethoxy-2H-spiro[isoquinoline-1,4'-piperidin]-3(4H)-one C1(CC1)CN1CCC2(CC1)NC(CC1=CC(=C(C=C12)OC)OC)=O